COC1=C(SC(=C1OC)C)C=1SC(=C(C1OCC(CCCC)CC)OCC(CCCC)CC)C 2-(3,4-dimethoxy-5-methylthiophene-2-yl)-3,4-bis(2-ethylhexyl-oxy)-5-methylthiophene